(1R,2R)-N-(7-chloro-6-(trans-4-(3,3-difluoroazetidin-1-yl)cyclohexyl)isoquinolin-3-yl)-2-(pyridin-2-yl)cyclopropane-1-carboxamide ClC1=C(C=C2C=C(N=CC2=C1)NC(=O)[C@H]1[C@@H](C1)C1=NC=CC=C1)[C@@H]1CC[C@H](CC1)N1CC(C1)(F)F